2-(4-methylpiperidin-4-yl)-5-(methylsulfonyl)-1,3-benzoxazole CC1(CCNCC1)C=1OC2=C(N1)C=C(C=C2)S(=O)(=O)C